N-(4-(2-Chloro-8,8-dimethyl-4,6,7,8-tetrahydro-5H-thieno[3,2-c]azepine-5-yl)-2,6-Dimethylphenyl)-3,3-dimethylbutanamide ClC1=CC=2CN(CCC(C2S1)(C)C)C1=CC(=C(C(=C1)C)NC(CC(C)(C)C)=O)C